N-(2-cyclopropyl-3-(2,4-difluorophenyl)-2-methylpropyl)-3-hydroxyisoxazole-5-carboxamide C1(CC1)C(CNC(=O)C1=CC(=NO1)O)(CC1=C(C=C(C=C1)F)F)C